6-bromo-4-chloropyrido[2,3-d]pyrimidin-7(8H)-one BrC1=CC2=C(N=CN=C2Cl)NC1=O